3-[[4-(2,6-dimethylphenyl)-6-[(2R)-2-[(6-methoxycarbonylspiro[3.3]heptan-2-yl)amino]-5,5-dimethyl-hexoxy]pyrimidin-2-yl]sulfamoyl]benzoic acid CC1=C(C(=CC=C1)C)C1=NC(=NC(=C1)OC[C@@H](CCC(C)(C)C)NC1CC2(C1)CC(C2)C(=O)OC)NS(=O)(=O)C=2C=C(C(=O)O)C=CC2